1,6-bis(p-carboxy-phenoxy)hexane C(=O)(O)C1=CC=C(OCCCCCCOC2=CC=C(C=C2)C(=O)O)C=C1